tert-butyl (S)-4-(((R)-4'-chloro-3-hydroxy-5,5-dimethyl-3,4,5,6-tetrahydro-[1,1'-biphenyl]-2-yl)methyl)-3-(hydroxymethyl)piperazine-1-carboxylate ClC1=CC=C(C=C1)C1=C([C@@H](CC(C1)(C)C)O)CN1[C@@H](CN(CC1)C(=O)OC(C)(C)C)CO